N-(6-(difluoromethyl)pyridin-3-yl)-4-(1H-imidazol-1-yl)-6-methoxypyrimidine-2-carboxamide FC(C1=CC=C(C=N1)NC(=O)C1=NC(=CC(=N1)N1C=NC=C1)OC)F